C1(CCCC1)CCC1=NC(=NO1)C1=CC2=C(N(C=N2)CCCN2CCOCC2)C=C1 4-(3-(5-(5-(2-cyclopentylethyl)-1,2,4-oxadiazol-3-yl)-1H-benzo[d]imidazol-1-yl)propyl)morpholine